CC1([C@H]2C[C@H](O)[C@@H](CO)O2)C=NC(=O)NC1=O 5-methyl-2'-deoxypseudouridine